C(C)(C)(C)C1=CC=C(OC2=CC=C3C(=C(N=C(C3=C2)OC)C(=O)NCC(=O)O)O)C=C1 (7-(4-(tert-butyl)phenoxy)-4-hydroxy-1-methoxyisoquinoline-3-carbonyl)glycine